((2S,4S)-1-(but-2-ynoyl)-4-(7-(5,6-dimethyl-1H-indazol-4-yl)-6-fluoro-8-methyl-4-((S)-1-((S)-1-methylpyrrolidin-2-yl)ethoxy)-1H-pyrazolo[4,3-c]quinolin-1-yl)piperidin-2-yl)acetonitrile C(C#CC)(=O)N1[C@@H](C[C@H](CC1)N1N=CC=2C(=NC=3C(=C(C(=CC3C21)C)C2=C1C=NNC1=CC(=C2C)C)F)O[C@@H](C)[C@H]2N(CCC2)C)CC#N